O.C(C)(C)N1C=C(C=CC1=O)C=1C=NC=C(C1)C=1C=C2CC(N(C2=CC1)C)=O 5-(1'-isopropyl-6'-oxo-1',6'-dihydro-[3,3'-bipyridin]-5-yl)-1-methylindolin-2-one monohydrate